COC1=CC=C(C=C1)C1(SCCCS1)/C=C/C=1N(C=CC1)C (E)-2-(2-(2-(4-methoxyphenyl)-1,3-dithian-2-yl)vinyl)-1-methyl-pyrrole